N-(3-(azepan-1-ylsulfonyl)-4-chlorophenyl)-2-(4,5-dichloro-6-oxopyridazin-1(6H)-yl)acetamide N1(CCCCCC1)S(=O)(=O)C=1C=C(C=CC1Cl)NC(CN1N=CC(=C(C1=O)Cl)Cl)=O